(5-chlorothieno[2,3-c]pyridin-2-yl)(2,6-difluoro-3,5-dimethoxyphenyl)methanol ClC=1C=C2C(=CN1)SC(=C2)C(O)C2=C(C(=CC(=C2F)OC)OC)F